FC1=C2C=C(NC2=CC=C1)C(=O)N[C@@H](CC(C)C)C(=O)O (4-fluoro-1H-indole-2-carbonyl)-L-leucine